FC1=NC(=CC=C1CO)F (2,6-difluoro-3-pyridinyl)methanol